C(CC(C=CCCCCCCCCCCCCC)O)O octadec-4-ene-1,3-diol